FC1=C(CNC(=O)N2CC3(CCCC3)C(CC2)(CN2C=NC(=CC2=O)C2=CC=CC=C2)O)C=CC=C1 N-(2-Fluorobenzyl)-10-hydroxy-10-((6-oxo-4-phenylpyrimidin-1(6H)-yl)methyl)-7-azaspiro[4.5]decane-7-carboxamide